CN(CCCNC(OC(C)(C)C)=O)C1=CC=CC=2N(C(NC21)=O)[C@@H]2CC[C@@H](CC2)C(NC2=CC(=C(C=C2)C)OC)=O tert-Butyl N-{3-[methyl({2-oxo-1-[cis-4-[(3-methoxy-4-methylphenyl)carbamoyl]cyclohexyl]-2,3-dihydro-1H-1,3-benzodiazol-4-yl})amino]propyl}carbamate